BrC=1C(=CSC1C1=CC(=CC=C1)NC1CCN(CC1)S(=O)(=O)CC1=CC=CC=C1)OCC(OCCC)=O 4-bromo-3-(2-oxo-2-propoxyethoxy)-5-(3-{[1-(phenylmethanesulfonyl)piperidin-4-yl]amino}phenyl)thiophene